N[C@H]1CC=CC[C@@H]1C1=C(C2=NC(=CC(=C2S1)NCC=1SC=CC1)Cl)C#CCCO 4-(2-((1s,6s)-6-aminocyclohex-3-en-1-yl)-5-chloro-7-((thiophen-2-ylmethyl)amino)thieno[3,2-b]pyridin-3-yl)but-3-yn-1-ol